FC1CC(N(C1)C(CN1C=NC=C1)=O)C(=O)NC(C1=CC=CC=C1)C1=CC(=C(C=C1)C(C)C)F 4-fluoro-N-{[3-fluoro-4-(propan-2-yl)phenyl](phenyl)methyl}-1-[2-(1H-imidazol-1-yl)acetyl]pyrrolidine-2-carboxamide